N1(CCCC1)C=1C=C(C=NC1)C=1N=NN(C1)CC=1N=C2N(C=C(C=C2)CN)C1 1-[2-[[4-(5-pyrrolidin-1-yl-3-pyridyl)triazol-1-yl]methyl]imidazo[1,2-a]pyridin-6-yl]methylamine